FC(C(C(=O)N1CC2(C1)CN(CC2CO)C(=O)C=2C=NN(C2)CC2=C(C=C(C(=C2)F)F)F)(C)C)(F)F 3,3,3-trifluoro-1-(8-(hydroxymethyl)-6-(1-(2,4,5-trifluorobenzyl)-1H-pyrazole-4-carbonyl)-2,6-diazaspiro[3.4]octan-2-yl)-2,2-dimethylpropan-1-one